isoleucyl-thiazolidine CC[C@H](C)[C@@H](C(=O)C1NCCS1)N